N-(2-cyclopropyl-2,2-difluoroethyl)-5-(imidazo[1,2-b]pyridazin-6-yl)-7H-pyrrolo[2,3-d]pyrimidin-2-amine C1(CC1)C(CNC=1N=CC2=C(N1)NC=C2C=2C=CC=1N(N2)C=CN1)(F)F